7-(3-((6-chloropyridin-3-yl)amino)-7,8-dihydro-1,6-naphthyridin-6(5H)-yl)-8-methyl-4H-pyrimido[1,2-b]pyridazin-4-one ClC1=CC=C(C=N1)NC=1C=NC=2CCN(CC2C1)C=1C(=CC=2N(N1)C(C=CN2)=O)C